N(=[N+]=[N-])[C@H]1[C@@H](CCCC1)N1CCN(CC1)C1=C(C=CC=C1)F trans-1-(2-azidocyclohexyl)-4-(2-fluorophenyl)piperazine